CC1=C(C=C(C=C1)NC(=O)C1=NC=CC(=C1)C(F)(F)F)C=1C=2N(C3=CC(=NC=C3C1)NC=1N(C=CN1)C)CCN2 N-(4-methyl-3-(8-((1-methyl-1H-imidazol-2-yl)amino)-1,2-dihydroimidazo[1,2-a][1,6]naphthyridin-4-yl)phenyl)-4-(trifluoromethyl)pyridineamide